2,3-dicarboxybiphenyl sulfide C(=O)(O)C12C(C=CC=C1C(=O)O)(C1=CC=CC=C1)S2